NC1=NC=C(C2=C1C(=C(N2C)C2=CC=C(C=C2)NC(C(=C)F)=O)C2=CC(=C(C(=O)NCC(F)(F)F)C=C2)OC)C#CC(OCC)OCC 4-[4-amino-7-(3,3-diethoxyprop-1-ynyl)-2-{4-[(2-fluoro-1-oxoprop-2-enyl)amino]phenyl}-1-methylpyrrolo[3,2-c]pyridin-3-yl]-2-methoxy-N-(2,2,2-trifluoroethyl)benzamide